Disodium [2-(sulfonatoamino)phenyl]sulfanide S(=O)(=O)([O-])NC1=C(C=CC=C1)[S-].[Na+].[Na+]